C(C1=CC=CC=C1)C1N(C(OC1)=O)C(C[C@H](CCO)C)=O 4-benzyl-3-((S)-5-hydroxy-3-methylpentanoyl)oxazolidin-2-one